Cl.ClC1=CC=C2C(N(NC2=C1)C(C)C1CCC(CC1)C1=CC=NC2=CC=C(C=C12)F)=O 6-chloro-2-(1-((1r,4r)-4-(6-fluoroquinolin-4-yl)cyclohexyl)ethyl)-1,2-dihydro-3H-indazol-3-one hydrochloride